S1C=C(C=C1)B1OC(C)(C)C(C)(C)O1 thiophene-3-boronic acid pinacol ester